N=1C=CN2C1CNCC2 5H,6H,7H,8H-imidazo[1,2-a]pyrazin